sodium methylene bis(methylnaphthalenesulfonate) CC1=C(C2=CC=CC=C2C=C1)S(=O)(=O)OCOS(=O)(=O)C1=C(C=CC2=CC=CC=C12)C.[Na]